N1=CC=NC=2C=CC3=C(C12)C1=C(S3)C(N=NC=C1)=O diazepino[5',6':4,5]thieno[3,2-f]quinoxalin-8-one